ClC1=C(C(=CC=C1)C1=CC=CC=C1)C(=O)NCC1(NC(NC1=O)=O)C1=CC=NN1C Chloro-N-{[4-(1-methyl-1H-pyrazol-5-yl)-2,5-dioxoimidazolidin-4-yl]methyl}[biphenyl]-2-carboxamid